FC=1C=C(C=CC1F)C=1C=C2CCC(C2=CC1)NC(O[C@@H]1CN2CCC1CC2)=O (S)-quinuclidin-3-yl (5-(3,4-difluorophenyl)-2,3-dihydro-1H-inden-1-yl)carbamat